1-(4-fluoro-2-methoxyphenyl)-4-(2-methyl-1H-imidazol-1-ylsulfonyl)piperazine FC1=CC(=C(C=C1)N1CCN(CC1)S(=O)(=O)N1C(=NC=C1)C)OC